CC1=CC=C(C=C1)S(=O)(=O)OC1=CC(=C(C(=C1)OCC1=CC=CC=C1)C(=O)N1CC2=CC=CC(=C2C1)CN)OS(=O)(=O)C1=CC=C(C=C1)C 4-(4-(Aminomethyl)isoindoline-2-carbonyl)-5-(benzyloxy)-1,3-phenylene bis(4-methylbenzenesulfonate)